2-hexyn-1,6-diol C(C#CCCCO)O